[Cl-].FC=1C=NC(=NC1)N1N=C(N=C1[C@H](C)[NH3+])C [(1S)-1-[2-(5-fluoropyrimidin-2-yl)-5-methyl-1,2,4-triazol-3-yl]ethyl]ammonium chloride